ClC1=C(C=C)C(=CC=C1)Cl 2,6-dichloro-styrene